CN(C(OCC(COC(N(C)C)=O)(CC(C)C)CC(C)C)=O)C 2,2-diisobutylpropane-1,3-diyl bis(dimethylcarbamate)